(S)-N,N-dimethyl-1-(pyrrolidin-2-yl)methylamine dihydrochloride Cl.Cl.CN(C)C[C@H]1NCCC1